(S)-N-(2-([1,3'-biazetidin]-1'-yl)-1-(4-fluorophenyl)ethyl)-4-(trifluoromethoxy)benzenesulfonamide N1(CCC1)C1CN(C1)C[C@H](C1=CC=C(C=C1)F)NS(=O)(=O)C1=CC=C(C=C1)OC(F)(F)F